CN1N=CC(=C1)C=1C=C(C[C@@H]2N(CCC[C@@H]2NS(=O)(=O)C)C(=O)OC)C=CC1 methyl cis-2-(3-(1-methyl-1H-pyrazol-4-yl)benzyl)-3-((methylsulfonyl)amino)piperidine-1-carboxylate